C1=C2C3=C(CNC2=CC=N1)C=CC=C3 5H-benzo[c][1,6]naphthyridine